C(C)(C)OC(CC=1NC2=CC=CC=C2C1CCNC(=O)OC(C)C)=O 2-[3-(2-(Isopropoxycarbonylamino)-ethyl)-1H-indol-2-yl]-acetic acid isopropyl ester